C(CCCCCCCCC(=O)OCC(C)OCC(C)OCCCC)(=O)OCC(C)OCC(C)OCCCC bis[2-(2-butoxypropoxy)propyl] sebacate